ClC1=C(C=C(C(=C1)C1(COC1)OC=1N=CC2=CC=CC=C2C1)C)N=CN(C)CC N'-(2-chloro-4-(3-(isoquinolin-3-yloxy)oxetan-3-yl)-5-methylphenyl)-N-ethyl-N-methylformimidamide